[O-]S(=O)(=O)C(F)(F)F.[O-]S(=O)(=O)C(F)(F)F.[Pd+2].C(C)#N (acetonitrile) palladium (II) bis(triflate)